FC(OC1=C(C=C(C(=NO)Cl)C=C1)OCC1=CC=C(C=C1)OC)F 4-(difluoromethoxy)-N-hydroxy-3-((4-methoxybenzyl)oxy)benzimidoyl chloride